N[C@@H](CCCCNC(OC(C)(C)C)=O)C(NCCCCC(N(CCCC[C@H](NC(N[C@@H](CCC(=O)O)C(=O)O)=O)C(=O)O)CC1=CC=C(C=C1)Br)=O)=O (10S,23S,27S)-10-Amino-18-(4-bromobenzyl)-2,2-dimethyl-4,11,17,25-tetraoxo-3-oxa-5,12,18,24,26-pentaazanonacosane-23,27,29-tricarboxylic acid